5-chloro-1H-pyrazole-4-carboxylic acid ethyl ester C(C)OC(=O)C=1C=NNC1Cl